N-((5-(5-(difluoromethyl)-1,3,4-oxadiazol-2-yl)pyridin-2-yl)methyl)-3-fluoro-1-(1-hydroxypropan-2-yl)-N-phenylazetidine-3-carboxamide FC(C1=NN=C(O1)C=1C=CC(=NC1)CN(C(=O)C1(CN(C1)C(CO)C)F)C1=CC=CC=C1)F